FC=1C=C(C=CC1F)C=1C=C2C(=NC1)N(CN2CC=2C=NC=CC2)C 6-(3,4-difluorophenyl)-3-methyl-1-(3-pyridylmethyl)imidazo[4,5-b]Pyridine